C(C1=CC=CC=C1)N1C(C(=CC(=C1)C=1NC2=CC=C(C=C2C1C(C)C)C1CCN(CC1)CC(C)(C)O)C)=O 1-benzyl-5-(5-(1-(2-hydroxy-2-methylpropyl)piperidin-4-yl)-3-isopropyl-1H-indol-2-yl)-3-methylpyridin-2(1H)-one